6-((5-methyl-3-(6-methylpyridin-3-yl)isoxazol-4-yl)methoxy)-N-((3R,4R)-3-methyltetrahydropyran-4-yl)pyridazine-3-carboxamide CC1=C(C(=NO1)C=1C=NC(=CC1)C)COC1=CC=C(N=N1)C(=O)N[C@H]1[C@H](COCC1)C